N2-(3,5-bis(trifluoromethyl)phenyl)-5-(1-isobutyl-1H-pyrazol-4-yl)-N4-(1,2,3,4-tetrahydroisoquinolin-7-yl)pyrimidine-2,4-diamine FC(C=1C=C(C=C(C1)C(F)(F)F)NC1=NC=C(C(=N1)NC1=CC=C2CCNCC2=C1)C=1C=NN(C1)CC(C)C)(F)F